C1(CC1)C1=CC=C(C=C1)C1=CC(=CC=C1)N(C1=NC=2N(C3=C1C=CC(=N3)OCC)C=NN2)C N-(4'-cyclopropyl-[1,1'-biphenyl]-3-yl)-2-ethoxy-N-methylpyrido[3,2-e][1,2,4]triazolo[4,3-a]pyrimidin-5-amine